C(C1=CC=CC=C1)OC[C@H](CC1=C(C=CC=C1Br)Br)O (2S)-1-benzyloxy-3-(2,6-dibromophenyl)propan-2-ol